C(#C)C1=C2C(=CC(=CC2=CC=C1F)C(C)(C)O)C1=C(C=2N=C(N=C(C2C=N1)N(C[C@@H]1NCCC1)C)N1CC2CCC(C1)N2C)F 2-(5-ethynyl-6-fluoro-4-(8-fluoro-4-(methyl(((R)-pyrrolidin-2-yl)methyl)amino)-2-(8-methyl-3,8-diazabicyclo[3.2.1]octan-3-yl)pyrido[4,3-d]pyrimidin-7-yl)naphthalen-2-yl)propan-2-ol